(2,3-dibromo-2-methylpropyl) ether BrC(COCC(CBr)(Br)C)(CBr)C